C1(=CC=C(C=C1)N(C=1C=C(C(=CC1)C1=CC=CC=C1)C1=CC=CC=C1)C1=CC=C(C=C1)C=1C2=CC=CC=C2C=2C=CC=CC2C1)C=1C(=CC=CC1)C1=CC=CC=C1 terphenyl-4-yl-(4-phenanthren-9-yl-phenyl)-[1,1':2',1'']terphenyl-4'-yl-amine